palladium xanthene C1=CC=CC=2OC3=CC=CC=C3CC12.[Pd]